C(C)(C)(C)OC(=O)N1CC2=CC(=CC=C2CC1)B(O)O [2-[[tert-butoxy]carbonyl]-1,2,3,4-tetrahydroisoquinolin-7-yl]boronic acid